ClC1=C(CN2CCCC23CCN(CC3)C(=O)OC(C(F)(F)F)C(F)(F)F)C=CC=C1N1CCC(CC1)F 1,1,1,3,3,3-hexafluoropropan-2-yl 1-(2-chloro-3-(4-fluoropiperidin-1-yl) benzyl)-1,8-diazaspiro[4.5]decane-8-carboxylate